CN[C@@H](CC1=CC=CC=C1)C(=O)O n-methylphenylalanine